FC1=C(C=C(C=C1C)N1N=C2C([C@@H](NCC2)C)=C1N1C(N(C=C1)C12C3C4C5(C(C14)C2C53)N(C(C)=O)CCOC)=O)C N-[4-[3-[(4S)-2-(4-Fluoro-3,5-dimethylphenyl)-4-methyl-4,5,6,7-tetrahydropyrazolo[4,3-c]pyridin-3-yl]-2-oxoimidazol-1-yl]cuban-1-yl]-N-(2-methoxyethyl)acetamide